4-[5-(trifluoromethyl)-1H-benzimidazol-2-yl]phenylamine FC(C1=CC2=C(NC(=N2)C2=CC=C(C=C2)N)C=C1)(F)F